BrC1=CC(=CC2=C1SC(=C2)C(=O)N)OC2CC2 7-bromo-5-cyclopropoxybenzo[b]thiophene-2-carboxamide